1-(1,1-dioxo-2H-thiet-3-yl)ethanamine O=S1(CC(=C1)C(C)N)=O